(S)-N-methyl-2-(3-(5-(trifluoromethyl)pyridin-2-yloxy)pyrrolidin-1-yl)benzamide Methyl-2-[(tert-butoxycarbonyl)amino]-5-(2,2,2-trifluoroethyl)benzoate COC(C1=C(C=CC(=C1)CC(F)(F)F)NC(=O)OC(C)(C)C)=O.CNC(C1=C(C=CC=C1)N1C[C@H](CC1)OC1=NC=C(C=C1)C(F)(F)F)=O